FC(O[C@H]1CC[C@H](CC1)NC1=NN2C(C=N1)=C(C=C2)C=2C=CC=1N(C2)C(=CN1)C(=O)N1CCCC1)F (6-(2-((cis-4-(difluoromethoxy)cyclohexyl)amino)pyrrolo[2,1-f][1,2,4]triazin-5-yl)imidazo[1,2-a]pyridin-3-yl)(pyrrolidin-1-yl)methanone